O1C(CC1)CNC=1C=CC=C(C(=O)[O-])C1 5-((oxetan-2-ylmethyl)amino)benzoate